cyanoethoxydiisopropylaminophosphinyl-(R)-2-(aminomethyl)-1,3-propanediol C(#N)CCO[C@@](C(CO)CN)(O)P(=O)N(C(C)C)C(C)C